OC1C(C2=CC=CC=C2C1)=O 2-hydroxy-1-indanone